C(C)C=1C(=NNC(C1C(F)(F)F)=O)COCCC(=O)O 3-[[4-ethyl-6-oxo-5-(trifluoromethyl)-1H-pyridazin-3-yl]methoxy]propanoic acid